C=1N=CN2C1C1=CC=CC=C1[C@H]2[C@H]2CCC=1C=NNC1[C@H]2O (6R,7S)-6-((R)-5H-Imidazo[5,1-a]isoindol-5-yl)-4,5,6,7-tetrahydro-1H-indazol-7-ol